FC(C=1C=CC=NC1)(F)F 5-(tri-fluoromethyl)pyridin